FCC(=CCC/C(=C/CC/C(=C/CC[C@@](CCC=1C(C(=C(C(C1C)=O)C)C)=O)(C)O)/C)/C)CF 2-((R,6E,10E)-16-fluoro-15-(fluoromethyl)-3-hydroxy-3,7,11-trimethylhexadecane-6,10,14-trien-1-yl)-3,5,6-trimethylcyclohexa-2,5-diene-1,4-dione